C1(=CC=CC=C1)/C=C/CCC=O (E)-5-phenylpent-4-enal